1-(1-(2-(azetidin-1-yl)pyrimidin-5-yl)-2-((tert-butyldiphenylsilyl)oxy)ethyl)-1H-pyrazol-4-amine N1(CCC1)C1=NC=C(C=N1)C(CO[Si](C1=CC=CC=C1)(C1=CC=CC=C1)C(C)(C)C)N1N=CC(=C1)N